3-(((tert-butyldimethylsilyl)oxy)methyl)-2-oxopyrrolidine-3-carboxylic acid [Si](C)(C)(C(C)(C)C)OCC1(C(NCC1)=O)C(=O)O